C(CCCCCC(C)(C)C)(=O)OOC(C)(C)C1=CC=CC=C1 cumyl peroxyneo-decanoate